7-(1-hydroxy-3-prop-2-enyl-3,4-dihydro-2,1-benzoxaborole-7-yl)cinnolin-4-amine OB1OC(C2C1=C(C=CC2)C2=CC=C1C(=CN=NC1=C2)N)CC=C